CN1C([C@H]2N([C@@H](C1)C2)C(=O)OC(C)(C)C)=O tert-butyl (1S,5R)-3-methyl-2-oxo-3,6-diazabicyclo[3.1.1]heptane-6-carboxylate